Benzene-1-carbonitrile C1(=CC=CC=C1)C#N